ClC1=NC(=CC(=N1)N1CCN(CC1)C(C)C1=C(C=C(C=C1)F)F)C 2-chloro-4-[4-[1-(2,4-difluorophenyl)ethyl]piperazin-1-yl]-6-methyl-pyrimidine